(3R)-3-{2-fluoro-4-[(3-methylbut-2-en-1-yl)oxy]phenyl}hex-4-ynoic acid FC1=C(C=CC(=C1)OCC=C(C)C)[C@H](CC(=O)O)C#CC